C(#N)C1=C(N=C(S1)N(C1=C(N=C2N1C=C(C=C2)C=2C=NC(=NC2)N2CC(C2)NC(=O)[C@H]2N(C[C@@H](C2)O)C)CC)C)C2=CC=C(C=C2)F (2S,4R)-N-(1-(5-(3-((5-cyano-4-(4-fluorophenyl)thiazol-2-yl)(methyl)amino)-2-ethylimidazo[1,2-a]pyridin-6-yl)pyrimidin-2-yl)azetidin-3-yl)-4-hydroxy-1-methylpyrrolidine-2-carboxamide